5,5-dihydroxy-9-(1-{2-[(2-hydroxyethoxy)amino]-2-oxoethyl}azetidin-3-yl)oxy-5-boranuidatricyclo[5.4.0.02,4]undeca-1(11),7,9-triene-8-carboxylic acid O[B-]1(C2CC2C2=CC=C(C(=C2C1)C(=O)O)OC1CN(C1)CC(=O)NOCCO)O